methyl 5-chloro-2-methoxy-3-(tetrahydrofuran-3-yl)benzoate ClC=1C=C(C(=C(C(=O)OC)C1)OC)C1COCC1